racemic-methyl-3-tert-butoxy-2-{[(trifluoromethyl)sulfonyl]oxy}propanoate COC([C@@H](COC(C)(C)C)OS(=O)(=O)C(F)(F)F)=O |r|